N-(4-methoxy-6-(1-methyl-1H-pyrazol-4-yl)pyrazolo[1,5-a]pyridin-3-yl)benzamide (S)-tert-butyl-1-(4-(benzylthio)phenylamino)-1-oxo-3-(pyridin-3-yl)propan-2-yl(methyl)carbamate C(C)(C)(C)C([C@@H](C(=O)NC1=CC=C(C=C1)SCC1=CC=CC=C1)N(C(O)=O)C)C=1C=NC=CC1.COC=1C=2N(C=C(C1)C=1C=NN(C1)C)N=CC2NC(C2=CC=CC=C2)=O